Cl.C1(CCCC1)N(C1=NC=C(C=N1)C1=C2C=C(C(=CC2=CC2=C1C(OC2)=O)OC)OC)C 9-(2-(cyclopentyl(methyl)amino)pyrimidin-5-yl)-6,7-dimethoxynaphtho[2,3-c]furan-1(3H)-one hydrochloride